ClC=1C=CC(=C(C1)O)C1=C(C2=C(N=N1)N(CC2)[C@H]2CN(CCC2)C)C 5-chloro-2-[4-methyl-7-[(3R)-1-methyl-3-piperidyl]-5,6-dihydropyrrolo[2,3-c]pyridazin-3-yl]phenol